3-(5-methoxy-2-oxo-1,2,3,4-tetrahydro-1,6-naphthyridin-7-yl)-2,5-dihydro-1H-pyrrole-1-carboxylic acid tert-butyl ester C(C)(C)(C)OC(=O)N1CC(=CC1)C1=NC(=C2CCC(NC2=C1)=O)OC